Platinum-copper [Cu].[Pt]